tert-butyl (3R,4S)-4-((6-(1-(1-ethoxyethyl)-1H-pyrazol-4-yl)-5-(piperidin-1-yl)-[1,2,4]triazolo[1,5-a]pyridin-2-yl)amino)-3-methylpiperidine-1-carboxylate C(C)OC(C)N1N=CC(=C1)C=1C=CC=2N(C1N1CCCCC1)N=C(N2)N[C@@H]2[C@@H](CN(CC2)C(=O)OC(C)(C)C)C